SPIRO[PIPERIDINE-4,2'-QUINAZOLIN]-4'-AMINE N1C2(N=C(C3=CC=CC=C13)N)CCNCC2